O[C@@]1([C@@H](CCCCCC1)O)C(=O)OCC (1S,2R)-Ethyl 1,2-dihydroxycyclooctanecarboxylate